C(#C)C=1SC=C(N1)NC(=O)N1CCN(CC1)C1=CC=C(C=C1)C=1C=2N(C=CC1)C=NC2 N-(2-Ethynylthiazol-4-yl)-4-(4-(imidazo[1,5-a]pyridin-8-yl)phenyl)piperazine-1-carboxamide